OC1(CC(C1)C(=O)N1CC2(C1)C[C@@H](CC2)C=2C=NN(C2)C)C |r| (rac)-((1s,3s)-3-Hydroxy-3-methylcyclobutyl)(6-(1-methyl-1H-pyrazol-4-yl)-2-azaspiro[3.4]octan-2-yl)methanon